OC1=C(C=CC(=C1)C(F)(F)F)C1=C(C=C(N=N1)N[C@H]1CN(CCC1)C1CC(C1)NC(OC(C)(C)C)=O)C |o1:18| tert-butyl ((1R*,3r*)-3-((R)-3-((6-(2-hydroxy-4-(trifluoromethyl)phenyl)-5-methylpyridazin-3-yl)amino)piperidin-1-yl)cyclobutyl)carbamate